(1S,2S)-N-(5-(2-(6-cyclopropyl-8-(3-methyl-2,4-dioxoimidazolidin-1-yl)imidazo[1,2-a]pyridin-2-yl)ethyl)pyridazin-3-yl)-2-(4-methylpyrimidin-2-yl)cyclopropane-1-carboxamide C1(CC1)C=1C=C(C=2N(C1)C=C(N2)CCC=2C=C(N=NC2)NC(=O)[C@@H]2[C@H](C2)C2=NC=CC(=N2)C)N2C(N(C(C2)=O)C)=O